OC1=C(C=CC(=C1)S(NC(CC)=O)(=O)=O)NC(CC)=O N-(2-hydroxy-4-(N-propionylsulfamoyl)phenyl)propionamide